N-[2-ethyl-4-oxo-3-[[1-[2-(2H-tetrazol-5-yl)phenyl]-4-piperidyl]methyl]quinazolin-6-yl]-N-(3-pyridylmethyl)thiophene-2-carboxamide C(C)C1=NC2=CC=C(C=C2C(N1CC1CCN(CC1)C1=C(C=CC=C1)C=1N=NNN1)=O)N(C(=O)C=1SC=CC1)CC=1C=NC=CC1